lead cesium salt [Cs].[Pb]